7-fluoro-8-(6-fluoro-1H-indol-4-yl)-4,4,9-trimethyl-5H-[1,2,4]triazolo[4,3-a]quinoxaline FC=1C=C2NC(C=3N(C2=C(C1C1=C2C=CNC2=CC(=C1)F)C)C=NN3)(C)C